C12CN(CC2C1)C1=NC2=C(C=C(C=C2C(N1OC(C)(C)C)=O)C)[C@H](C)NC=1C(=NC(=CC1)Cl)C(=O)O 3-(((1S)-1-(2-(3-azabicyclo[3.1.0]hexan-3-yl)-3-(tert-butoxy)-6-methyl-4-oxo-3,4-dihydroquinazolin-8-yl)ethyl)amino)-6-chloropicolinic acid